(6S,12R)-6,12-dimethyl-18-(oxan-2-yl)-9,13-dioxa-4,5,18,19,22-pentaazatetracyclo[12.5.2.12,5.017,20]docosa-1(19),2(22),3,14(21),15,17(20)-hexaene C[C@@H]1N2N=CC(C3=NN(C=4C=CC(O[C@@H](CCOCC1)C)=CC34)C3OCCCC3)=N2